BrC1=C(C=C(C(=O)N2C[C@@H]3[C@H](C2)CN(C3)C(=O)OC(C)(C)C)C=C1)F tert-butyl (3aR,6aS)-5-(4-bromo-3-fluorobenzoyl)hexahydropyrrolo[3,4-c]pyrrole-2(1H)-carboxylate